C(#N)C=1C=NC2=CC=C(C=C2C1NC(C)C1=CC=CC=C1)C1=CC=C(C=C1)NC(=O)NC 1-(4-(3-cyano-4-((1-phenylethyl)amino)quinolin-6-yl)phenyl)-3-methylurea